monodecanyl itaconate C(C(=C)CC(=O)[O-])(=O)OCCCCCCCCCC